C(C)(C)(C)OC(=O)N1CCC(CC1)(C(=O)O)C1=C(C=C(C(=C1)Cl)Cl)OC 1-[(tert-butoxy)carbonyl]-4-(4,5-dichloro-2-methoxyphenyl)piperidine-4-carboxylic acid